[C@@H]1(CCCC2=CC=CC=C12)NC(OC(C)(C)C)=O (S)-tert-butyl (1,2,3,4-tetrahydronaphthalen-1-yl)carbamate